C[C@@H]1N([C@@H](CN(C1)CCOC1=C(C=C(C=C1)[N+](=O)[O-])C=C)C)CC(=O)OC(C)(C)C tert-Butyl 2-((2S,6R)-2,6-dimethyl-4-(2-(4-nitro-2-vinylphenoxy)ethyl)piperazin-1-yl)acetate